FC=1C=C2C(C=C(N3C2=C(C1)CC3)CO)=O 8-fluoro-4-(hydroxymethyl)-1,2-dihydro-6H-pyrrolo[3,2,1-ij]quinolin-6-one